N-(5-Chloro-1-(3,5-dimethoxypyridin-4-yl)-2-(6-ethoxypyridin-2-yl)-1H-imidazo[4,5-b]pyrazin-6-yl)methanesulfonamide ClC=1N=C2C(=NC1NS(=O)(=O)C)N(C(=N2)C2=NC(=CC=C2)OCC)C2=C(C=NC=C2OC)OC